FC(OC=1C=C(CO[C@@H](C(=O)NC2(CC2)C2=CC=C(C(=O)O)C=C2)C(C)C)C=CC1F)F (R)-4-(1-(2-((3-(difluoromethoxy)-4-fluorobenzyl)oxy)-3-methylbutanoylamino)cyclopropyl)benzoic acid